C(C)(C)(C)OC(=O)N1CCC2(CC(CC2=C=O)C)CC1 3-methyl-1-carbonyl-8-azaspiro[4.5]decane-8-carboxylic acid tert-butyl ester